C(C1=CC=CC=C1)OC(=O)[C@H]1NC(C=2NC3=CC=CC=C3C2C1)(CO)CO (3S)-1,1-dihydroxymethyl-1,2,3,4-tetrahydro-beta-carboline-3-carboxylic acid benzyl ester